BrC1=C(C=C2CCCC2=C1)NC(C)=O N-(6-bromo-2,3-dihydro-1H-inden-5-yl)-acetamide